tert-butyl N-[[3-(3-fluorophenyl)-1,2,4-oxadiazol-5-yl]-phenyl-methyl]carbamate FC=1C=C(C=CC1)C1=NOC(=N1)C(NC(OC(C)(C)C)=O)C1=CC=CC=C1